C(N)(=O)C1=CC(=C(C=C1)NC(=O)[C@H]1[C@@H]([C@@]2([C@@H](N1)CC(C)(C)C)CNC1=CC(=CC=C12)CC)C1=C(C(=CC=C1)Cl)F)OC (2'S,3S,4'S,5'R)-N-(4-carbamoyl-2-methoxyphenyl)-4'-(3-chloro-2-fluorophenyl)-6-ethyl-2'-neopentylspiro[indoline-3,3'-pyrrolidine]-5'-carboxamide